C(C1=CC=CC=C1)OC(=O)NC(C)C 2-(((benzyloxy)carbonyl)amino)propan